(1R,2R)-1-((2R,3R,4S,6R)-4-acetoxy-3-(2-acetoxyacetamido)-6-((6-((tert-butoxycarbonyl)amino)hexyl)oxy)-6-(methoxycarbonyl)tetrahydro-2H-pyran-2-yl)-3-azidopropane-1,2-diyl diacetate C(C)(=O)O[C@H]([C@@H](CN=[N+]=[N-])OC(C)=O)[C@@H]1O[C@](C[C@@H]([C@H]1NC(COC(C)=O)=O)OC(C)=O)(C(=O)OC)OCCCCCCNC(=O)OC(C)(C)C